BrC=1C(=C(N)C=CC1)F 3-bromo-2-fluoroaniline